8-chloro-4-(((R)-3-cyano-1-phenylpropyl)amino)-6-(((S)-(1-cyclopropyl-1H-1,2,3-triazol-4-yl)(isoindolin-4-yl)methyl)amino)quinoline-3-carbonitrile ClC=1C=C(C=C2C(=C(C=NC12)C#N)N[C@H](CCC#N)C1=CC=CC=C1)N[C@@H](C1=C2CNCC2=CC=C1)C=1N=NN(C1)C1CC1